(S)-4'-benzyl-3,4-dihydro-1'h,5h-spiro[furan-2,2'-naphthalene]-1',5-dione C(C1=CC=CC=C1)C1=C[C@@]2(C(C3=CC=CC=C13)=O)OC(CC2)=O